C(C=C)(=O)NC=1C(=CC(=C(C1)NC(OC(C)(C)C)=O)OC)N(CCN1CCOCC1)C tert-butyl (5-acrylamido-2-methoxy-4-(methyl(2-morpholinoethyl)amino)phenyl)carbamate